BrC=1C=C(C=CC1)C1=NC(=CC(=N1)C1=CC=CC=C1)C1=CC=CC=C1 2-(3-bromophenyl)-4,6-diphenyl-pyrimidine